C1(=CC=CC=C1)P(=CC(=O)O)(C1=CC=CC=C1)C1=CC=CC=C1 2-(triphenylphosphoranylidene)acetic acid